3-methylmorpholineid CC1[N-]CCOC1